N-[(1-methylpiperidin-4-yl)methyl]-6-[3-(prop-2-enamido)phenyl]quinazoline-2-carboxamide CN1CCC(CC1)CNC(=O)C1=NC2=CC=C(C=C2C=N1)C1=CC(=CC=C1)NC(C=C)=O